(9R,14S)-14-Amino-5-methoxycarbonylamino-8,16,18-triaza-tricyclo[13.2.1.02,7]octadeca-1(17),2,4,6,15(18)-pentaene-9-carboxylic acid ethyl ester C(C)OC(=O)[C@@H]1NC2=CC(=CC=C2C2=CNC([C@H](CCCC1)N)=N2)NC(=O)OC